N[C@@]1(C([C@@H](CCC1)O)=O)C1=CC=CC=C1 |r| rac-(2R,6R)-2-amino-6-hydroxy-2-phenylcyclohexanon